4-[(3-hydroxyazetidin-1-yl)methyl]-6-(trifluoromethyl)pyridin OC1CN(C1)CC1=CC=NC(=C1)C(F)(F)F